C(C(C)C)(=O)O[C@@H]1[C@H](O[C@H]([C@@]12CCS2)N2C(N=C(C=C2)N)=O)COC(C(C)C)=O (4R,5R,7R,8R)-5-(4-amino-2-oxopyrimidin-1(2H)-yl)-7-((isobutyryloxy) methyl)-6-oxa-1-thiaspiro[3.4]oct-8-yl isobutyrate